5'-(4-fluorophenyl)-3'-((1r,4r)-4-hydroxycyclohexyl)-N-(4-(4-(2-hydroxyethyl)piperazin-1-yl)phenyl)-1H,3'H-[2,4'-biimidazole]-4-carboxamide FC1=CC=C(C=C1)C1=C(N(C=N1)C1CCC(CC1)O)C=1NC=C(N1)C(=O)NC1=CC=C(C=C1)N1CCN(CC1)CCO